C(C1=CC=CC=C1)OC1=C(C=C(C(=C1)C=COC)Br)OC 1-benzyloxy-4-bromo-2-methoxy-5-(2-methoxyvinyl)benzene